C(CS)S 1,2-ethanethiol